C(CCCCCCCCCCC)C1=C2C(=CC(=C1)O2)CCCCCCCCCCCC 2,6-dilauryl-1,4-phenylene ether